Ethyl (R)-2-(3-((4-(4-ethynyl-2-hydroxyphenyl)phthalazin-1-yl)amino)piperidin-1-yl)acetate C(#C)C1=CC(=C(C=C1)C1=NN=C(C2=CC=CC=C12)N[C@H]1CN(CCC1)CC(=O)OCC)O